BrC=1SC=C(N1)C1=CC=CC=C1 2-bromo-4-phenylthiazol